(R)-1-((3-(2-ethoxypropan-2-yl)-1-(2-(6-methylpyridin-3-yl)propan-2-yl)pyrrolidin-3-yl)methyl)-3-phenylurea C(C)OC(C)(C)[C@@]1(CN(CC1)C(C)(C)C=1C=NC(=CC1)C)CNC(=O)NC1=CC=CC=C1